S1C(=CC2=C1C=CC=C2)C2=CC=C(C=C2)N(C2=CC=C(C=C2)C=2C=CC1=C(OC3=C1C=CC=C3)C2)C2=CC=C(C=C2)C=2OC3=C(N2)C=CC=C3 (4-Benzothien-2-yl-phenyl)-(4-benzoxazol-2-yl-phenyl)-(4-dibenzofuran-3-yl-phenyl)amine